[Si](C)(C)(C(C)(C)C)O[C@@H]1CN(CC[C@H]1N1C(C(CC1)OC[C@H](C)O)=O)C1=NC=C(C=N1)C(F)(F)F 1-((3R,4R)-3-(tert-butyldimethylsilyloxy)-1-(5-(trifluoromethyl)pyrimidin-2-yl)piperidin-4-yl)-3-((S)-2-hydroxypropoxy)pyrrolidin-2-one